ethyl 3-(2-hydroxyethyl)isoxazole-5-carboxylate OCCC1=NOC(=C1)C(=O)OCC